N-[(Z)-2-(acridin-2-yloxymethyl)-3-fluoro-allyl]Carbamic acid tert-butyl ester C(C)(C)(C)OC(NC/C(=C/F)/COC1=CC2=CC3=CC=CC=C3N=C2C=C1)=O